2-Chloro-N1-(1-ethyl-1H-tetrazol-5-yl)-N3-methoxy-N3-methyl-4-(methylsulfonyl)isophthalamide ClC1=C(C(=O)NC2=NN=NN2CC)C=CC(=C1C(=O)N(C)OC)S(=O)(=O)C